CN1C(C(=CC(=C1)C)C1=NC(=NC=C1CC)NS(=O)(=O)CC)=O N-[4-(1,5-dimethyl-oxopyridin-3-yl)-5-ethylpyrimidin-2-yl]ethanesulfonamide